N1=CC=C2N1CCC(C2)C(=O)[O-] 4,5,6,7-tetrahydropyrazolo[1,5-a]pyridine-5-carboxylate